FC1=C(C=CC2=C1N=CS2)NC2=C1C(=NC=C2)SC(=C1)C1C(NCCC1)C 4-Fluoro-N-(2-(2-methylpiperidin-3-yl)thieno[2,3-b]pyridin-4-yl)benzo[d]thiazol-5-amine